2-METHYLENE-SUCCINIC ACID 1-METHYL ESTER COC(C(CC(=O)O)=C)=O